3-(4-fluorophenyl)-5-methyl-4-((6-(methylsulfonyl)-5,6,7,8-tetrahydro-1,6-naphthyridin-2-yl)oxy)methylisoxazole FC1=CC=C(C=C1)C1=NOC(=C1COC1=NC=2CCN(CC2C=C1)S(=O)(=O)C)C